1-bromo-4-(4-chlorobutoxy)-2-ethylbenzene BrC1=C(C=C(C=C1)OCCCCCl)CC